1,3,6,8-tetra-(2-thienyl)-2-hydroxypyrene S1C(=CC=C1)C1=C(C(=C2C=CC3=C(C=C(C4=CC=C1C2=C34)C=3SC=CC3)C=3SC=CC3)C=3SC=CC3)O